O=C1N(C(CC1)=O)OC(CCCCC(=O)NCCO[C@H]1[C@@H](O)[C@H](O)[C@H](O)[C@@H](O1)C)=O 6-[(2,5-Dioxopyrrolidin-1-yl)oxy]-N-{2-[(α-L-fucopyranosyl)oxy]ethyl}-6-oxohexanamide